C(#N)[C@H]1N(CSC1)C(CNC(=O)C1=CC=NC2=CC=C(C=C12)N1CCC(CC1)(C)OC)=O (R)-N-(2-(4-Cyanothiazolidin-3-yl)-2-oxoethyl)-6-(4-methoxy-4-methyl-piperidin-1-yl)quinoline-4-carboxamide